(benzofluoranthenyl(phenanthrenyl))biphenyl C1(=CC=C2C=CC=C3C4=CC=C5C(=C4C1=C23)C=CC=C5)C5=C(C=2C=CC3=CC=CC=C3C2C=C5)C5=C(C=CC=C5)C5=CC=CC=C5